OC1=C(C(=CC(=C1S(=O)(=O)NC1=NC=CC=N1)CCCCC)O)C1C(CCC(=C1)C)C(=C)C 2,6-dihydroxy-5'-methyl-4-pentyl-2'-(prop-1-en-2-yl)-N-(pyrimidin-2-yl)-1',2',3',4'-tetrahydro-[1,1'-biphenyl]-3-sulfonamide